NC=1C=C2CCN(CC2=CN1)C(=O)NC1=CC(=C(C=C1)Cl)Cl 6-amino-N-(3,4-dichlorophenyl)-3,4-dihydro-2,7-naphthyridine-2(1H)-carboxamide